NC1=CC=CC(=N1)S(=O)(=O)NC(C1=C(N=C(C=C1)C1=CC(=CC(=C1)OCC(C)C)F)C1C(CC(C1)(C)C)(C)C)=O N-((6-Aminopyridin-2-yl)sulfonyl)-6-(3-fluoro-5-isobutoxyphenyl)-2-(2,2,4,4-tetramethylcyclopentyl)nicotinamid